[(2R,3S,4S,5R,6S)-6-[4-[(E)-3-(2,4-Dihydroxyphenyl)-3-oxoprop-1-enyl]phenoxy]-3,4,5-trihydroxyoxan-2-yl]methyl (E)-3-(4-hydroxyphenyl)prop-2-enoate OC1=CC=C(C=C1)/C=C/C(=O)OC[C@H]1O[C@H]([C@@H]([C@H]([C@@H]1O)O)O)OC1=CC=C(C=C1)\C=C\C(=O)C1=C(C=C(C=C1)O)O